2-(2-bromo-4-chloro-5-methoxyphenylsulfonylamino)-3-methylbutyramide BrC1=C(C=C(C(=C1)Cl)OC)S(=O)(=O)NC(C(=O)N)C(C)C